4-(5-Isopropoxy-2-methyl-4-nitrophenyl)-3,6-dihydropyridine-1(2H)-carboxylic acid tert-butyl ester C(C)(C)(C)OC(=O)N1CCC(=CC1)C1=C(C=C(C(=C1)OC(C)C)[N+](=O)[O-])C